(E,E)-β-farnesene CCC(=C)CC\C=C(/C)\CCC=C(C)C